pyrazine-2,5-diamine trihydrochloride Cl.Cl.Cl.N1=C(C=NC(=C1)N)N